ethyl 2-(6-bromo-4-chloro-7-fluoro-2H-indazol-2-yl)-2-(3-thioxo-2,5,6,7-tetrahydro-3H-pyrrolo[1,2-c]imidazol-1-yl)acetate BrC=1C=C(C2=CN(N=C2C1F)C(C(=O)OCC)C1=C2N(C(N1)=S)CCC2)Cl